(1R)-6-azaspiro[2.5]octane-1,6-dicarboxylic acid 6-benzyl 1-ethyl ester C(C)OC(=O)[C@@H]1CC12CCN(CC2)C(=O)OCC2=CC=CC=C2